COC(=O)C=1C(=NN(C1C(=O)OC)C1=CC=C(C=C1)C(=O)OC)C(F)F 1-[4-(methoxycarbonyl)phenyl]-3-(difluoromethyl)-1H-pyrazole-4,5-dicarboxylic acid dimethyl ester